COC=1C(=CC2=C(N=C(S2)NC(C(OC2=CC=C(C=C2)C)C2=CC=C(C=C2)S(=O)(=O)CC)=O)C1)OC N-(5,6-Dimethoxy-benzothiazol-2-yl)-2-(4-ethanesulfonyl-phenyl)-2-p-tolyloxy-acetamide